3-(3,7-dimethylocta-2,6-dien-1-yl)-2,4-dihydroxy-N,N-bis(2-hydroxyethyl)-6-pentylbenzamide CC(=CCC=1C(=C(C(=O)N(CCO)CCO)C(=CC1O)CCCCC)O)CCC=C(C)C